COC(=O)C1C(C1)COS(=O)(=O)C 2-(((Methylsulfonyl)oxy)methyl)cyclopropane-1-carboxylic acid methyl ester